1-(4-chlorophenyl)-N-ethyl-N-[ethyl(2-methoxyethyl)sulfamoyl]-2,2,2-trifluoro-ethanamine ClC1=CC=C(C=C1)C(C(F)(F)F)N(S(N(CCOC)CC)(=O)=O)CC